NC(CCN(C(CCl)=O)NC(=O)[C@H](CC(C)C)NC(=O)C1=NC2=C(N1)C=CC=C2)=O N-[(1S)-1-[[(3-amino-3-oxo-propyl)-(2-chloroacetyl)amino]carbamoyl]-3-methyl-butyl]-1H-benzimidazole-2-carboxamide